ClC1=CN=C(C(=N1)N1CCC(CC1)(C)CNC(OCC1=CC=CC=C1)=O)C(C1=C(C=CC=C1)Cl)=O benzyl (1-(6-chloro-3-(2-chlorobenzoyl)pyrazin-2-yl)-4-methylpiperidin-4-yl)methylcarbamate